3-((7-chloro-6-((6-methoxypyrazolo[1,5-a]pyrazin-3-yl)oxy)-1-methyl-1H-imidazo[4,5-b]pyridin-2-yl)amino)-1-methyl-5-(trifluoromethyl)pyridin-2(1H)-one ClC1=C2C(=NC=C1OC=1C=NN3C1C=NC(=C3)OC)N=C(N2C)NC=2C(N(C=C(C2)C(F)(F)F)C)=O